3-(pyrimidin-4-ylmethyl)urea N1=CN=C(C=C1)CNC(N)=O